3-[(4-bromophenyl)carbonyl]-6-methoxyquinolin-4(1H)-one BrC1=CC=C(C=C1)C(=O)C1=CNC2=CC=C(C=C2C1=O)OC